NC1=C(C(C(=O)[O-])=CC=C1)C(=O)[O-] aminophthalate